(S)-5-(3-(2-methyl-5-((5-(trifluoromethyl)pyridin-3-yl)carbamoyl)phenyl)pyrrolidin-1-yl)nicotinic acid lithium [Li].CC1=C(C=C(C=C1)C(NC=1C=NC=C(C1)C(F)(F)F)=O)[C@H]1CN(CC1)C=1C=NC=C(C(=O)O)C1